CC1=NOC(=C1C1=CC=C2C=3N([C@H](COC31)C3=NC=CC=C3)C(=N2)N2C[C@@H](CC2)NC(OC)=O)C Methyl {(3R)-1-[(4S)-7-(3,5-dimethylisoxazol-4-yl)-4-pyridin-2-yl-4,5-dihydroimidazo[1,5,4-de][1,4]benzoxazin-2-yl]pyrrolidin-3-yl}carbamate